7-(7-(3-chloro-2-cyclopropyl-5-hydroxyphenyl)-8-fluoro-2-((hexahydro-1H-pyrrolizin-7a-yl)methoxy)pyrido[4,3-d]pyrimidin-4-yl)-2-thia-1,3,7-triazaspiro[4.5]decane 2,2-dioxide ClC=1C(=C(C=C(C1)O)C1=C(C=2N=C(N=C(C2C=N1)N1CC2(CNS(N2)(=O)=O)CCC1)OCC12CCCN2CCC1)F)C1CC1